(S)-4-(2-chloro-6-(3,5-dimethylisoxazol-4-yl)quinazolin-4-yl)-3-phenylmorpholine ClC1=NC2=CC=C(C=C2C(=N1)N1[C@H](COCC1)C1=CC=CC=C1)C=1C(=NOC1C)C